N-(5-((4-([1,1'-biphenyl]-3-yl)-5-chloropyrimidin-2-yl)amino)pyridin-3-yl)-7-(4-(3-((2-(2,6-dioxopiperidin-3-yl)-1,3-dioxoisoindolin-4-yl)oxy)propyl)piperazin-1-yl)heptanamide C1(=CC(=CC=C1)C1=NC(=NC=C1Cl)NC=1C=C(C=NC1)NC(CCCCCCN1CCN(CC1)CCCOC1=C2C(N(C(C2=CC=C1)=O)C1C(NC(CC1)=O)=O)=O)=O)C1=CC=CC=C1